FC(C(=O)O)(F)F.FC(C(=O)O)(F)F.NCC(CC=1N(C(NN1)=O)C1=NC=C(C=C1C)C=1C=NC(=CC1)N1CCNCC1)=C(F)F [2-(aminomethyl)-3,3-difluoro-allyl]-4-[3-methyl-5-(6-piperazin-1-yl-3-pyridinyl)-2-pyridinyl]-1,2,4-triazol-3-one bistrifluoroacetate salt